FC1=C(C=CC(=C1F)OC[C@H]1COCC1)NC=1C2=C(N=CN1)C=CC(=N2)O[C@@H]2CNCC2 N-(2,3-difluoro-4-(((R)-tetrahydrofuran-3-yl)methoxy)phenyl)-6-(((S)-pyrrolidin-3-yl)oxy)pyrido[3,2-d]pyrimidin-4-amine